3-(2-(benzyloxy)-4-fluorophenyl)-4-methylene-4,5-dihydro-1H-pyrazole-1-carboximidamide trifluoroacetic acid salt FC(C(=O)O)(F)F.C(C1=CC=CC=C1)OC1=C(C=CC(=C1)F)C1=NN(CC1=C)C(N)=N